CC(=O)N[C@@H]1[C@H](C[C@@](O[C@H]1[C@@H]([C@@H](CO)O)O)(C(=O)O)O[C@H]2[C@H]([C@H](O[C@H]([C@@H]2O)O[C@@H]3[C@H](O[C@H]([C@@H]([C@H]3O)NC(=O)C)O)CO[C@H]4[C@@H]([C@H]([C@@H]([C@H](O4)CO)O[C@H]5[C@@H]([C@H]([C@H]([C@H](O5)CO)O)O[C@H]6[C@@H]([C@H]([C@@H]([C@H](O6)CO)O)O)NC(=O)C)O)O)O)CO)O)O The molecule is a branched amino hexasaccharide consisting of a D-glucose residue which carries an N-acetyl-beta-D-glucosaminyl-(1->3)-alpha-D-galactosyl-(1->4)-beta-D-glucosyl unit linked (1->6) and an N-acetyl-alpha-neuraminyl-(2->3)-beta-D-galactosyl unit linked (1->4).